P(=O)(OCCC)(OCCC)[O-] di-propyl phosphate